(2-{[2-(p-bromophenyl)-4-morpholino-1H-1,5,7-triazainden-1-yl]methoxy}ethyl)tris(methyl)silane BrC1=CC=C(C=C1)C=1N(C2=NC=NC(=C2C1)N1CCOCC1)COCC[Si](C)(C)C